N-(benzo[d][1,3]dioxolan-5-yl)-4-(pyridin-2-yl)-[2,4'-Bithiazole]-2'-amine O1COC2=C1C=CC(=C2)NC=2SC=C(N2)C=2SC=C(N2)C2=NC=CC=C2